6-amino-1-[(1-methylpyrazol-3-yl)methyl]-3,4-dihydroquinolin-2-one NC=1C=C2CCC(N(C2=CC1)CC1=NN(C=C1)C)=O